2-[(E)-2-(aminomethyl)-3-fluoro-allyl]-4-[4-(2,1,3-benzoxadiazol-5-yl)-2-fluoro-phenyl]-1,2,4-triazol-3-one hydrochloride Cl.NC/C(/CN1N=CN(C1=O)C1=C(C=C(C=C1)C1=CC=2C(=NON2)C=C1)F)=C\F